ClC1=C(C=CC=C1)C(C(C)C=1N(C(C(=C(N1)C(=O)NC=1C=NOC1)OC)=O)C)C1=C(C=CC=C1)Cl 2-(1,1-Bis(2-chlorophenyl)propan-2-yl)-N-(isoxazol-4-yl)-5-methoxy-1-methyl-6-oxo-1,6-dihydropyrimidine-4-carboxamide